C(C)OC1=C(C=CC=C1)N(C(=O)C(=O)N)C1=C(C=CC=C1)CC N-(2-ethoxyphenyl)-N-(2-ethylphenyl)-oxamide